FC(C(=O)N1C[C@@]2(CC1)C=C(C(C(C2)(C)C)=O)C#N)(C2=NC=CC=N2)F (5S)-2-[difluoro(pyrimidin-2-yl)acetyl]-9,9-dimethyl-8-oxo-2-azaspiro[4.5]dec-6-ene-7-carbonitrile